CN(C(OC1=C(C(=CC=C1)F)C1=CC(=NO1)C(F)F)=S)C O-[2-[3-(difluoromethyl) isoxazol-5-yl]-3-fluoro-phenyl] N,N-dimethylthiocarbamate